ClC1=CC=C(C=C1)CCCCC1O[Te]CCC1 (p-chlorophenyl)n-butyl-telluroxane